ClC1=NC=CC(=C1)NC1(CC1)CCO 2-(1-((2-chloropyridin-4-yl)amino)cyclopropyl)ethan-1-ol